2-((5-((tert-butoxycarbonyl)amino)pentan-2-yl)oxy)pyridin C(C)(C)(C)OC(=O)NCCCC(C)OC1=NC=CC=C1